CC=1C=C2C(C=C(OC2=C(C1)C(C)NC1=C(C(=O)O)C=CC=C1)N1CC(CC1)C1=NN(C=C1)C)=O 2-[1-[6-Methyl-2-[3-(1-methylpyrazol-3-yl)pyrrolidin-1-yl]-4-oxo-chromen-8-yl]ethylamino]benzoic acid